tert-butyl N-[(5S)-1'-(7-bromopyrazolo[1,5-a]pyrazin-4-yl)spiro[5,7-dihydrocyclopenta[b]pyridine-6,4'-piperidine]-5-yl]carbamate BrC1=CN=C(C=2N1N=CC2)N2CCC1(CC2)[C@@H](C=2C(=NC=CC2)C1)NC(OC(C)(C)C)=O